N-((1,2,3,5,6,7-Hexahydro-s-indacen-4-yl)carbamoyl)-1-(1-hydroxypropan-2-yl)azetidine-3-sulfonamide, potassium salt [K].C1CCC2=C(C=3CCCC3C=C12)NC(=O)NS(=O)(=O)C1CN(C1)C(CO)C